6-methoxy-2-[2-(pyridin-3-yl)-1,3-benzooxazol-5-yl]-1,2,3,4-tetrahydroisoquinolin-1-one COC=1C=C2CCN(C(C2=CC1)=O)C=1C=CC2=C(N=C(O2)C=2C=NC=CC2)C1